CO[C@@H]1[C@H](O[C@H]([C@@H]1O)N2C=NC3=C(N=CN=C32)N)CO 3'-O-methyladenosine